S-((1-((1,1-dioxidothiomorpholino) sulfonyl)-5-(trifluoromethyl)piperidin-3-yl)methyl) ethanethioate C(C)(SCC1CN(CC(C1)C(F)(F)F)S(=O)(=O)N1CCS(CC1)(=O)=O)=O